2-(2-chloro-3-(9-(3-chlorobenzyl)-6-(1-methylcyclopropoxy)-9H-purin-8-yl)phenoxy)acetic acid ClC1=C(OCC(=O)O)C=CC=C1C=1N(C2=NC=NC(=C2N1)OC1(CC1)C)CC1=CC(=CC=C1)Cl